OCCNC(CCC)(NO)C(C)C N-hydroxyethyl-N'-hydroxyisopropyl-butanediamine